C(C)(C)(C)OC(=O)N1C[C@H](OCC(C1)N(C)C(=O)OC(C)(C)C)C(=O)O (2S)-4-(tert-Butoxycarbonyl)-6-((tert-Butoxycarbonyl)(methyl)amino)-1,4-oxazepane-2-carboxylic acid